6-[3-(3-t-butyl-4-hydroxy-5-methylphenyl)propoxy]2,4,8,10-tetra-t-butyldibenzo[d,f][1,3,2]dioxaphosphepin C(C)(C)(C)C=1C=C(C=C(C1O)C)CCCOP1OC2=C(C3=C(O1)C(=CC(=C3)C(C)(C)C)C(C)(C)C)C=C(C=C2C(C)(C)C)C(C)(C)C